ClC1=CC(=C(COC2=NC=3CNCCC3C(=C2)C)C=C1)F 2-((4-chloro-2-fluorobenzyl)oxy)-4-methyl-5,6,7,8-tetrahydro-1,7-naphthyridine